1,3,5-tris(3-butoxypropyl)-hexahydro-1,3,5-triazine C(CCC)OCCCN1CN(CN(C1)CCCOCCCC)CCCOCCCC